N-(5-oxopyrrolidin-3-yl)carbamic acid tert-butyl ester C(C)(C)(C)OC(NC1CNC(C1)=O)=O